FC1=CC=C(COC2=CC=C3CC(C(OC3=C2)C(=O)O)=O)C=C1 7-(4-fluorobenzyloxy)-3-chromonic acid